NCCC1=CC=C(C=C1)C1=C(C=C(C#N)C=C1)OC1=NC(=NC(=C1)C=1SC=CC1)C 4-[4-(2-aminoethyl)phenyl]-3-(2-methyl-6-thiophen-2-ylpyrimidin-4-yl)oxybenzonitrile